N-(n-butoxy)methacrylamide C(CCC)ONC(C(=C)C)=O